NC=1C=2N(C3=CC(=C(C=C3N1)F)C(=O)N(C)[C@@H]1CCC3=CC(=CC=C13)C(F)F)C=NC2 (R)-4-amino-N-(5-(difluoromethyl)-2,3-dihydro-1H-inden-1-yl)-7-fluoro-N-methylimidazo[1,5-a]quinoxaline-8-carboxamide